CC(=C)C1=CC(=CC=C1)C(=C)C 1,3-bis(1-methyl-vinyl)benzene